(R)-N-((1-Cyanopyrrolidin-3-yl)methyl)-1-phenyl-1H-pyrazol-3-carboxamid C(#N)N1C[C@H](CC1)CNC(=O)C1=NN(C=C1)C1=CC=CC=C1